[N+](=O)([O-])C=1C=C(C=CC1NCC1CC2(C1)CCC(CC2)CC=O)S(=O)(=O)N 3-nitro-4-(((7-(2-oxoethyl)spiro[3.5]nonan-2-yl)methyl)amino)benzenesulfonamide